3-(trihydroxysilyl)propyl methylphosphonate CP(OCCC[Si](O)(O)O)([O-])=O